ClC1=C(C=CC(=C1)F)[C@@H](C)NC1=CC(=NC=2N1N=CN2)N2CCC(CC2)[C@@H]2CN(CCC2)C2CC(C2)(C(=O)O)C (1R,3r)-3-((R)-1'-(7-(((R)-1-(2-chloro-4-fluorophenyl)ethyl)amino)-[1,2,4]triazolo[1,5-a]pyrimidin-5-yl)-[3,4'-bipiperidin]-1-yl)-1-methylcyclobutane-1-carboxylic acid